FC=1C=C2C(=NN(C2=CC1C=1C[C@H](NCC1)C)C)N1C(NC(CC1)=O)=O (R)-1-(5-fluoro-1-methyl-6-(2-methyl-1,2,3,6-tetrahydropyridin-4-yl)-1H-indazol-3-yl)dihydropyrimidine-2,4(1H,3H)-dione